BrC1=CC=NC=C1C(=O)O 4-Bromonicotinic acid